5-Amino-3-[2,3-difluoro-4-[[(5-fluoro-2-methoxy-benzoyl)amino]methyl]phenyl]-1-tetrahydropyran-4-ylpyrazole-4-carboxamide NC1=C(C(=NN1C1CCOCC1)C1=C(C(=C(C=C1)CNC(C1=C(C=CC(=C1)F)OC)=O)F)F)C(=O)N